1-((3-Fluorophenoxy)methyl)-2,4-dimethoxy-5-nitrobenzene FC=1C=C(OCC2=C(C=C(C(=C2)[N+](=O)[O-])OC)OC)C=CC1